CN1C=CC2=CC(=CC=C12)NC(CCC)=O N-(1-methylindol-5-yl)butanamide